NC(C(N[C@H](C(NCCC(=O)OC(C)(C)C)=O)CCCCNC(=O)OCC[Si](C)(C)C)=O)C(C(N[C@H](C(NCCC(=O)OC(C)(C)C)=O)CCCCNC(=O)OCC[Si](C)(C)C)=O)N (6s,13S)-di-tert-butyl 9,10-diamino-5,8,11,14-tetraoxo-6,13-bis(4-(((2-(trimethylsilyl)ethoxy)carbonyl)amino)butyl)-4,7,12,15-tetraazaoctadecane-1,18-dioate